BrCCOCCOCC1C2C=CC(C1)C2 5-[2-(2-bromoethoxy)ethoxymethyl]bicyclo[2.2.1]hept-2-en